BrC=1N=C(N2N=CNC(C21)=O)C2CCC1(OCCO1)CC2 5-bromo-7-(1,4-dioxaspiro[4.5]decan-8-yl)imidazo[5,1-f][1,2,4]triazin-4(3H)-one